(1S,2S)-N-(6-(5-chloro-6-fluoro-7-(methylthio)-2-(tetrahydro-2H-pyran-2-yl)-2H-indazol-4-yl)benzo[d]thiazol-2-yl)-2-fluorocyclopropane-1-carboxamide ClC1=C(C2=CN(N=C2C(=C1F)SC)C1OCCCC1)C1=CC2=C(N=C(S2)NC(=O)[C@H]2[C@H](C2)F)C=C1